N1N=NC(=C1)CNC(=O)[C@H]1N2C3=C(C=CC=C3C1)CC[C@@H](C2=O)NC([C@H](C)NC(C)=O)=O (2S,5S)-5-((S)-2-Acetylamino-propionylamino)-4-oxo-1,2,4,5,6,7-hexahydro-azepino[3,2,1-hi]indole-2-carboxylic acid (1H-[1,2,3]triazol-4-ylmethyl)-amide